methyl 3-((4-bromophenyl) (methyl) amino)-3-oxopropionate BrC1=CC=C(C=C1)N(C(CC(=O)OC)=O)C